O1C(=NC2=C1C=CC=C2)C2(CCN(CC2)C(=O)OC(C)(C)C)O Tert-Butyl 4-(1,3-benzoxazol-2-yl)-4-hydroxypiperidine-1-carboxylate